N-(2-((4-fluoro-2-methoxy-5-nitrophenyl)amino)-4-(1-methyl-1H-indol-3-yl)pyrimidin-5-yl)palmitamide FC1=CC(=C(C=C1[N+](=O)[O-])NC1=NC=C(C(=N1)C1=CN(C2=CC=CC=C12)C)NC(CCCCCCCCCCCCCCC)=O)OC